(dibenzofuranylphenyl)[di(methyl-Phenyl)fluorenyl]amine C1(=CC=CC=2OC3=C(C21)C=CC=C3)C3=C(C=CC=C3)NC3=C(C(=CC=2C1=CC=CC=C1CC32)C3=C(C=CC=C3)C)C3=C(C=CC=C3)C